[Fe].[Ti].[Ni] Nickel-Titanium-Iron